tert-butyl ((2-methyl-4-(methylthio)-6-oxo-1,6-dihydropyrimidin-5-yl)methyl)carbamate CC=1NC(C(=C(N1)SC)CNC(OC(C)(C)C)=O)=O